5-fluoro-3-(2-methoxy-4,6-dimethyl-phenyl)pyridine FC=1C=C(C=NC1)C1=C(C=C(C=C1C)C)OC